1-[(2S)-2-methyl-4-{4-[(3-methyl-4-{[1,2,4]triazolo[1,5-a]pyridin-7-yloxy}phenyl)amino]pyrido[3,2-d]pyrimidin-6-yl}piperazin-1-yl]prop-2-en-1-one C[C@@H]1N(CCN(C1)C=1C=CC=2N=CN=C(C2N1)NC1=CC(=C(C=C1)OC1=CC=2N(C=C1)N=CN2)C)C(C=C)=O